2,2-Diethyl-1,3-propanediol C(C)C(CO)(CO)CC